3-(3,5-Dimethoxyphenyl)-6-methoxy-4-benzofurancarboxylic acid-4-fluorophenylmethyl ester FC1=CC=C(C=C1)COC(=O)C=1C=C(C=C2C1C(=CO2)C2=CC(=CC(=C2)OC)OC)OC